N-(4-Chloro-2,6-difluorophenyl)-4-(2-chloro-4-fluoro-phenyl)-1,3-dimethyl-1H-pyrazol-5-amin ClC1=CC(=C(C(=C1)F)NC1=C(C(=NN1C)C)C1=C(C=C(C=C1)F)Cl)F